perfluorobutylbutyl ether FC(C(C(C(F)(F)F)(F)F)(F)F)(C(C(C(C(F)(F)F)(F)F)(F)F)(F)F)OC(C(C(C(F)(F)F)(F)F)(F)F)(F)C(C(C(C(F)(F)F)(F)F)(F)F)(F)F